C(C)(C)(C)OC(C[C@H](CCN1CC(CCC1)(F)F)NC(=O)C=1N=C(N(C1)C1=C(C=CC=C1)C(F)(F)F)C1CCCC1)=O (S)-3-(2-cyclopentyl-1-(2-(trifluoromethyl)phenyl)-1H-imidazole-4-carboxamido)-5-(3,3-difluoropiperidin-1-yl)pentanoic acid tert-butyl ester